FC=1C(=CC(=NC1)OC)C1=CC(=NN1)C(=O)N1C2(CC2)C[C@H](CC1)C(=O)N[C@@H]1CN2CCC[C@@H]2CC1 (S)-4-(5-(5-fluoro-2-methoxypyridin-4-yl)-1H-pyrazole-3-carbonyl)-N-((6S,8ar)-octahydroindolizin-6-yl)-4-azaspiro[2.5]Octane-7-carboxamide